6-(benzyloxy)-1-(4-((5-bromopentyl)oxy)phenyl)-2-phenyl-1,2,3,4-tetrahydronaphthalene C(C1=CC=CC=C1)OC=1C=C2CCC(C(C2=CC1)C1=CC=C(C=C1)OCCCCCBr)C1=CC=CC=C1